4-methylsulfonyloxymethyl-2,2-dioxo-1,3,2-Dioxathiolane CS(=O)(=O)OCC1OS(OC1)(=O)=O